C1(CC1)C1=NN(C(=C1)O)C1=CC=CC=C1 3-Cyclopropyl-1-phenyl-1H-pyrazol-5-ol